C(C)OC(=O)C=1C(=NN2C3CCC(OC12)C3)C3=C(C=CC=C3)F.C3(CC3)[C@H](N3CC=NC(=C3)C)C3=NC1=C(N3C)C=CC(=C1)F N-[(S)-cyclopropyl-(5-fluoro-1-methyl-1H-1,3-benzodiazol-2-yl)methyl]-5-methylpyrazine Ethyl-4-(2-Fluorophenyl)-7-oxa-2,3-diazatricyclo[6.2.1.02,6]undeca-3,5-diene-5-carboxylate